(R)-N-(1-(azepan-3-yl)-7-((1-ethylpiperidin-4-yl)oxy)-1H-benzo[d]imidazol-2-yl)-2-methylisonicotinamide hydrochloride Cl.N1C[C@@H](CCCC1)N1C(=NC2=C1C(=CC=C2)OC2CCN(CC2)CC)NC(C2=CC(=NC=C2)C)=O